3-[1-(3-bromophenylvinyl)-5-fluoro-2-pyridylamino]-5,5-dimethyl-cyclohex-2-en-1-one BrC=1C=C(C=CC1)C=CN1C(C=CC(=C1)F)NC1=CC(CC(C1)(C)C)=O